C(C)(=O)C1=NN(C2=C(C=C(C=C12)C=1C=NC(=NC1)CO)C)CC(=O)N1[C@@H]2C[C@@]2(C[C@H]1C(=O)NC1=NC(=CC=C1Cl)Br)C (1R,3S,5R)-2-(2-(3-acetyl-5-(2-(hydroxymethyl)pyrimidin-5-yl)-7-methyl-1H-indazol-1-yl)acetyl)-N-(6-bromo-3-chloropyridin-2-yl)-5-methyl-2-azabicyclo[3.1.0]hexane-3-carboxamide